(10S)-6-chloro-8-(2,6-difluorophenyl)-10-methyl-5-(trifluoromethyl)-1,4,9,12-tetraazatetracyclo[9.6.0.02,7.013,17]heptadeca-2(7),3,5,8,11,13(17)-hexa-ene ClC1=C(N=CC=2N3C=4CCCC4N=C3[C@@H](N=C(C12)C1=C(C=CC=C1F)F)C)C(F)(F)F